benzylpyrrolidin-2-one methanesulfonate CS(=O)(=O)O.C(C1=CC=CC=C1)N1C(CCC1)=O